1-cyclobutyl-4-((5-(pyridin-2-yl)-1,3,4-thiadiazol-2-yl)methyl)piperazine-2,3-dione C1(CCC1)N1C(C(N(CC1)CC=1SC(=NN1)C1=NC=CC=C1)=O)=O